COC1=CC=C(C=C1)C1=NN=CS1 5-(4-methoxyphenyl)-1,3,4-thiadiazole